[5-(4-fluorophenyl)-5-hydroxy-octahydrocyclopenta[c]pyrrol-2-yl]-1-(4-hydroxyphenyl)propan-1-one FC1=CC=C(C=C1)C1(CC2C(CN(C2)C(C(=O)C2=CC=C(C=C2)O)C)C1)O